(((1,3-diphenyl-1H-pyrazol-4-yl)methyl)amino)isonicotinic acid C1(=CC=CC=C1)N1N=C(C(=C1)CNC1=C(C(=O)O)C=CN=C1)C1=CC=CC=C1